14-[(4-Bromopyridin-2-yl)oxy]-3,6,9,12-tetraoxatetradecan-1-yl 4-methylbenzene-1-sulfonate CC1=CC=C(C=C1)S(=O)(=O)OCCOCCOCCOCCOCCOC1=NC=CC(=C1)Br